lauryl laurate C(CCCCCCCCCCC)(=O)OCCCCCCCCCCCC